FC=1C=C(C=CC1)NC(NC1=C(C(=O)NCCCO)C=CC=C1)=O 2-[3-(3-fluorophenyl)ureido]-N-(3-hydroxy-propyl)benzamide